perfluoroheptadecyl-trimethoxysilane FC(O[Si](OC(F)(F)F)(OC(F)(F)F)C(C(C(C(C(C(C(C(C(C(C(C(C(C(C(C(C(F)(F)F)(F)F)(F)F)(F)F)(F)F)(F)F)(F)F)(F)F)(F)F)(F)F)(F)F)(F)F)(F)F)(F)F)(F)F)(F)F)(F)F)(F)F